1-amino-4-(hydroxymethyl)benzene NC1=CC=C(C=C1)CO